((1R,3R)-1-(2,6-difluoro-4-(((S)-5-(3-fluoropropyl)-5-azaspiro[2.4]heptan-7-yl)amino)phenyl)-3-methyl-1,3,4,9-tetrahydro-2H-pyrido[3,4-b]indol-2-yl)-2,2-difluoropropan-1-ol FC1=C(C(=CC(=C1)N[C@@H]1CN(CC12CC2)CCCF)F)[C@H]2N([C@@H](CC1=C2NC2=CC=CC=C12)C)C(C(C)(F)F)O